N-hydroxy-4-(2-oxo-2-((4-(phenylamino)quinazolin-6-yl)amino)ethyl)benzamide ONC(C1=CC=C(C=C1)CC(NC=1C=C2C(=NC=NC2=CC1)NC1=CC=CC=C1)=O)=O